FC=1C=C(C=C(C1)F)N1C=C(C=2C(CCCC12)O)C(F)(F)F 1-(3,5-difluorophenyl)-3-(trifluoromethyl)-4,5,6,7-tetrahydro-1H-indol-4-ol